ClC=1C=C(C=CC1)NC=1C(C2=CC=CC=C2C(C1)=O)=O 2-(3-chlorophenylamino)-1,4-naphthoquinone